3-(4-chlorophenyl)-[1,2,4]triazole ClC1=CC=C(C=C1)C1=NNC=N1